bis-(2,4,5-trifluorophenyl)-4,4',5,5'-tetrakis-(3-methoxyphenyl)-biimidazole FC1=C(C=C(C(=C1)F)F)C1(N=C(C(=N1)C1=CC(=CC=C1)OC)C1=CC(=CC=C1)OC)C1(N=C(C(=N1)C1=CC(=CC=C1)OC)C1=CC(=CC=C1)OC)C1=C(C=C(C(=C1)F)F)F